thiodiethylene bis-(3,5-di-tert-butyl-4-hydroxyphenyl)-propionate C(C)(C)(C)C=1C=C(C=C(C1O)C(C)(C)C)C(C(=O)O)(C)C1=CC(=C(C(=C1)C(C)(C)C)O)C(C)(C)C.S(C=C)C=C